[Si](C)(C)(C(C)(C)C)OC[C@H]1[C@@H](C1)C=1C2(C3=CC=CC=C3C1)CCC(CC2)(C(=O)OC)NC2=CC(=CC=C2)Cl |r| rac-methyl (1r,4r)-2'-[(1R*,2R*)-2-({[tert-butyl(dimethyl)silyl]oxy}methyl)cyclopropyl]-4-(3-chloroanilino)spiro[cyclohexane-1,1'-indene]-4-carboxylate